8,9-dihydro-7H-benzo[7]annulene-2-carboxylic acid C1=C(C=CC2=C1CCCC=C2)C(=O)O